FC1=C(C(=CC(=C1)OC)F)C1C(C(NC1)=O)NC(=O)NC1=CC=C(C=C1)F (+)-1-[4-(2,6-difluoro-4-methoxy-phenyl)-2-oxopyrrolidin-3-yl]-3-(4-fluorophenyl)urea